BrC=1C=CC(=NC1)CCC(=O)N[C@H](C(=O)N1[C@@H](C[C@H](C1)O)C(=O)N[C@@H](C)C1=CC=C(C=C1)C1=C(N=CS1)C)C(C)(C)C (2S,4R)-1-{(2S)-2-[3-(5-bromopyridin-2-yl)propanamido]-3,3-dimethylbutyryl}-4-hydroxy-N-{(1S)-1-[4-(4-methyl-1,3-thiazol-5-yl)phenyl]ethyl}pyrrolidine-2-carboxamide